3,6-Dihydropyridine N1=CCC=CC1